C(C(=O)C)(=O)[O-].OC(C[NH2+]C)(O)O trihydroxyethyl-methyl-ammonium pyruvate